11,13,15,17,19,21,23-heptahydroxytetracosa-2,4,6,8-tetraenal OC(CC=CC=CC=CC=CC=O)CC(CC(CC(CC(CC(CC(C)O)O)O)O)O)O